ClC1=CC(=C(OC2=CC=C(C(=O)O)C=C2)C=C1Cl)OC(F)(F)F 4-(4,5-dichloro-2-(trifluoromethoxy)phenoxy)benzoic acid